2-(5-amino-1,3,4-thiadiazol-2-yl)-2-methylpropan-1-ol NC1=NN=C(S1)C(CO)(C)C